(R)-N-((S)-6-bromo-2,2-dimethylchroman-4-yl)-4-(4,4-diethyl-2-imino-6-oxotetrahydropyrimidin-1(2H)-yl)chromane-6-carboxamide BrC=1C=C2[C@H](CC(OC2=CC1)(C)C)NC(=O)C=1C=C2[C@@H](CCOC2=CC1)N1C(NC(CC1=O)(CC)CC)=N